racemic-7-chloro-4-(1-(methylamino)ethyl)phthalazin-1(2H)-one ClC1=CC=C2C(=NNC(C2=C1)=O)[C@@H](C)NC |r|